CC1=C(OC(O1)=O)CONC12C(=NN=C1C1=CC=C(C=C1)S(=O)(=O)C)OC(CC2)=O 3a-(((5-methyl-2-oxo-1,3-dioxol-4-yl)methoxy)amino)-3-(4-(methylsulfonyl)phenyl)-4,5-dihydropyrano[2,3-c]pyrazol-6(3aH)-one